FC=1C=C(CNC(=O)C23CC4(CC(CC(C2)C4)C3)C3=CC=C(C=C3)Cl)C=C(C1)F 3-(4-Chloro-phenyl)-adamantane-1-carboxylic acid 3,5-difluoro-benzylamide